ClC1=C(C(=NC=C1C=O)Cl)[Si](C)(C)C 4,6-dichloro-5-(trimethylsilanyl)nicotinaldehyde